OC([C@H](C)N1C=NC2=C(C1=O)C=C(N=C2C=2C=NC=CC2)C=2C=NC=CC2)(C)C (S)-3-(3-hydroxy-3-methylbutan-2-yl)-6,8-di(pyridin-3-yl)pyrido[3,4-d]pyrimidin-4(3H)-one